Methyl (3-(7-amino-2-methyl-1,2,3,4-tetrahydroisoquinolin-5-yl)cyclobutyl)acetate NC1=CC(=C2CCN(CC2=C1)C)C1CC(C1)CC(=O)OC